C(=O)C1=C(C#N)C=CC=C1 2-formylbenzonitrile